ClC=1N=CC=2CCCC(C2C1F)=O 3-chloro-4-fluoro-7,8-dihydroisoquinolin-5(6H)-one